ClC1=C(C(=CC=C1)Cl)N1N=C(C(=N1)C(=O)N)NC1=CC=C(C=C1)C(=O)N1CC(C1)O 2-(2,6-dichlorophenyl)-5-((4-(3-hydroxyazetidine-1-carbonyl)phenyl)amino)-2H-1,2,3-triazole-4-carboxamide